FC(CC(C(=O)NC1=NC=CC(=C1)C1=C(C2=NC(=CC(=C2N1)N1CCN(CC1)C)F)C1=NC=CC=C1)C1=CC=C(C=C1)F)F 4,4-difluoro-N-{4-[5-fluoro-7-(4-methylpiperazin-1-yl)-3-(pyridin-2-yl)-1H-pyrrolo[3,2-b]pyridin-2-yl]pyridin-2-yl}-2-(4-fluorophenyl)butanamide